ClC1=C(C=CC2=C1C(=N[C@H](C(N2)=O)C)C2=C(C=CC=C2F)F)C(F)(F)F (3S)-6-chloro-5-(2,6-difluorophenyl)-3-methyl-7-(trifluoromethyl)-1,3-dihydro-1,4-benzodiazepin-2-one